2-(N-(1-(1-(2-fluorophenyl)ethyl)piperidin-4-yl)methylsulfonamido)-N-(2-oxo-2-(prop-2-yn-1-ylamino)ethyl)acetamide FC1=C(C=CC=C1)C(C)N1CCC(CC1)N(S(=O)(=O)C)CC(=O)NCC(NCC#C)=O